2-(2-Tribenzylsulfanylethyl)pyrrolidine-1-carboxylic acid tert-butyl ester C(C)(C)(C)OC(=O)N1C(CCC1)CCS(CC1=CC=CC=C1)(CC1=CC=CC=C1)CC1=CC=CC=C1